CC1=NC(=NC(=C1)C)N1C=C2C(=C1)CN(C2)C(=O)C=2C(=CN1C=CC=CC21)C2=NC=CC=C2F ((3aR,6aS)-5-(4,6-dimethylpyrimidin-2-yl)pyrrolo[3,4-c]pyrrol-2(1H)-yl)(2-(3-fluoropyridin-2-yl)indolizin-1-yl)methanone